ClC1=NC=NC=2NC3=CC(=CC=C3C21)C(=O)OC methyl 4-chloro-9H-pyrimido[4,5-b]indole-7-carboxylate